3-(3-(3-((tert-butyldimethylsilyl)oxy)propoxy)-4-nitro-1H-pyrazol-1-yl)-5-fluoro-2-methoxypyridine [Si](C)(C)(C(C)(C)C)OCCCOC1=NN(C=C1[N+](=O)[O-])C=1C(=NC=C(C1)F)OC